O=C1NC(CC[C@@H]1N1C(C2=CC=C3C(=C2C1)OCC31CCN(CC1)CCCC(=O)O)=O)=O (S)-4-(7-(2,6-dioxopiperidin-3-yl)-6-oxo-7,8-dihydro-2H,6H-spiro[furo[2,3-e]isoindole-3,4'-piperidin]-1'-yl)butanoic acid